(S)-3-((2H-Pyrazolo[3,4-c]pyridin-2-yl)methyl)-3-methylcyclohexane-1-one N=1N(C=C2C1C=NC=C2)C[C@@]2(CC(CCC2)=O)C